methyl (R)-3-bromo-2-((1-((tert-butoxycarbonyl)amino)propan-2-yl)oxy)-5-(((tert-butyldiphenylsilyl)oxy)methyl)benzoate BrC=1C(=C(C(=O)OC)C=C(C1)CO[Si](C1=CC=CC=C1)(C1=CC=CC=C1)C(C)(C)C)O[C@@H](CNC(=O)OC(C)(C)C)C